FC1=CC=C(C=C1)C=1C(=C(N=NC1C)C(=O)N)NC 5-(4-fluorophenyl)-6-methyl-4-(methylamino)pyridazine-3-carboxamide